nonyl-8-[3-[2-[2-[2-(2-aminoethoxy)ethoxy]ethoxy]ethoxy]-2-(8-nonoxy-8-oxo-octoxy)propoxy]octanoate C(CCCCCCCC)OC(CCCCCCCOCC(COCCOCCOCCOCCN)OCCCCCCCC(=O)OCCCCCCCCC)=O